CC(C=O)CC1=CC=CC=C1 2-methyl-3-phenylpropionaldehyde